4-Ethyl-6-fluoro-7-(4-iodo-1-methyl-1H-pyrazol-5-yl)-3,4-dihydrospiro[benzo[b][1,4]oxazine-2,1'-cyclopropane]-8-carbonitrile C(C)N1C2=C(OC3(CC3)C1)C(=C(C(=C2)F)C2=C(C=NN2C)I)C#N